F[C@@H]1[C@@H](C1)C(=O)OC(C(=O)C1=CC=C(C=C1)Br)C(=O)OCC 1-(4-bromophenyl)-3-ethoxy-1,3-dioxopropan-2-yl (1S,2S)-2-fluorocyclopropane-1-carboxylate